Thiazole-4-carboxylic acid [3-(1-ethyl-8-oxo-spiro[6,7-dihydro-4H-pyrazolo[3,4-c]azepin-5,4'-tetrahydropyran]-3-yl)-2,2-dimethyl-propyl] ester C(C)N1N=C(C2=C1C(NCC1(CCOCC1)C2)=O)CC(COC(=O)C=2N=CSC2)(C)C